N-methoxy-2,2-diphenylphenylacetamide CONC(CC1C(C=CC=C1)(C1=CC=CC=C1)C1=CC=CC=C1)=O